FC=1C=C(CNCCCCOCCNC2=C3C=NNC3=CC(=C2)C(=O)O)C=C(C1OC(F)(F)F)F 4-((2-(4-((3,5-difluoro-4-(trifluoromethoxy)benzyl)amino)butoxy)ethyl)amino)-1H-indazole-6-carboxylic acid